FC=1C=C2C=C(NC2=CC1CNC(=O)C=1N=C2N(C(C1)=O)C=CC=C2)CN2[C@H]1CC(C[C@@H]2CC1)C N-((5-fluoro-2-(((1R,3s,5S)-3-methyl-8-azabicyclo[3.2.1]octan-8-yl)methyl)-1H-indol-6-yl)methyl)-4-oxo-4H-pyrido[1,2-a]pyrimidine-2-carboxamide